ClC=1N(C(C2=C(N1)N(C=C2C2=C(C1=C(N=CS1)C=C2)Cl)COCC[Si](C)(C)C)=O)C chloro-5-(7-chlorobenzo[d]thiazol-6-yl)-3-methyl-7-((2-(trimethylsilyl)ethoxy)methyl)-3,7-dihydro-4H-pyrrolo[2,3-d]pyrimidin-4-one